(6-(2-(aminomethyl)pyrimidin-5-yl)-2-isopropoxypyridin-3-yl)-3-(4-fluorophenyl)-5-methylisoxazole-4-carboxamide hydrochloride Cl.NCC1=NC=C(C=N1)C1=CC=C(C(=N1)OC(C)C)NC(=O)C=1C(=NOC1C)C1=CC=C(C=C1)F